(R)-N4-(1-cyclopropylpropyl)-N2-(3,5-difluorophenyl)quinazoline-2,4-diamine C1(CC1)[C@@H](CC)NC1=NC(=NC2=CC=CC=C12)NC1=CC(=CC(=C1)F)F